2-(2,6-dioxo-3-piperidyl)-5-[4-[3-[2-[(2S)-4-[6-(5-isopropoxy-1H-indazol-3-yl)pyrimidin-4-yl]-2-methyl-piperazin-1-yl]ethyl-methyl-amino]propyl]piperazin-1-yl]isoindoline-1,3-dione O=C1NC(CCC1N1C(C2=CC=C(C=C2C1=O)N1CCN(CC1)CCCN(C)CCN1[C@H](CN(CC1)C1=NC=NC(=C1)C1=NNC2=CC=C(C=C12)OC(C)C)C)=O)=O